[3-[[2-Fluoro-4-(trifluoromethyl)phenyl]methoxy]azetidin-1-yl]-[3-(triazol-1-yl)pyrrolidin-1-yl]methanone FC1=C(C=CC(=C1)C(F)(F)F)COC1CN(C1)C(=O)N1CC(CC1)N1N=NC=C1